dioleoyl-propylenediamine diacetic acid C(C)(=O)O.C(C)(=O)O.C(CCCCCCC\C=C/CCCCCCCC)(=O)N(C(CN)C)C(CCCCCCC\C=C/CCCCCCCC)=O